BrCC(=O)C1=C(C=CC(=C1)OC)OC 2-bromo-1-(2,5-dimethoxyphenyl)ethan-1-one